C(#N)C1(CC1)NC(=O)[C@H]1N(C[C@@H](C1)S(=O)(=O)C1=CC=C(C=C1)C1=CC(=NN1C)C(F)(F)F)C(=O)C1(CC1)C(F)(F)F (2S,4R)-N-(1-cyanocyclopropyl)-4-(4-(1-methyl-3-(trifluoromethyl)-1H-pyrazol-5-yl)phenylsulfonyl)-1-(1-(trifluoromethyl)cyclopropanecarbonyl)pyrrolidine-2-carboxamide